N-(Azepan-3-yl)-2-(1-(cyclopropylmethyl)-1H-indol-2-yl)-1-methyl-1H-benzo[d]imidazole-5-carboxamide hydrochloride salt Cl.N1CC(CCCC1)NC(=O)C1=CC2=C(N(C(=N2)C=2N(C3=CC=CC=C3C2)CC2CC2)C)C=C1